methylsulfinyl-sulfinate CS(=O)S(=O)[O-]